CC(C)C[C@@H](C(=O)N[C@@H](CCCN=C(N)N)C(=O)N1CCC[C@H]1C(=O)NCC(=O)N)NC(=O)[C@@H](CC2=CNC3=CC=CC=C32)NC(=O)[C@H](CC4=CC=C(C=C4)O)NC(=O)[C@H](CO)NC(=O)[C@H](CC5=CNC6=CC=CC=C65)NC(=O)[C@H](CC7=CN=CN7)NC(=O)[C@@H]8CCC(=O)N8 The molecule is an oligopeptide comprising pyroglutamyl, histidyl, tryptophyl, seryl, tyrosyl, D-tryptophyl, leucyl, arginyl, prolyl and glycinamide residues joined in sequence. It is an agonist analogue of gonadotropin-releasing hormone. It has a role as a gonadotropin releasing hormone agonist, an antineoplastic agent and a contraceptive drug.